(S)-4-azido-2-(methylamino)butanoic acid N(=[N+]=[N-])CC[C@@H](C(=O)O)NC